rel-5-[[2-[(2R,5S)-2-[6-(methanesulfonamido)-3-pyridyl]-5-methyl-1-piperidyl]-2-oxo-acetyl]amino]pyridine-3-carboxamide CS(=O)(=O)NC1=CC=C(C=N1)[C@@H]1N(C[C@H](CC1)C)C(C(=O)NC=1C=C(C=NC1)C(=O)N)=O |o1:11,14|